tert-butyl ((5-bromo-2-methyloxazol-4-yl)methyl)(methyl)carbamate BrC1=C(N=C(O1)C)CN(C(OC(C)(C)C)=O)C